N-(4-chloro-2-(1H-pyrazol-1-yl)phenyl)-3-hydroxy-2,2-dimethylpropylamine ClC1=CC(=C(C=C1)NCC(CO)(C)C)N1N=CC=C1